FC(C(C)(C)O)(F)C=1C(=C(C=CC1)[C@@H](C)NC1=NC(=NC2=CC3=C(C=C12)N(C(C3(F)F)=O)C)C)F (R)-4-((1-(3-(1,1-difluoro-2-hydroxy-2-methylpropyl)-2-fluorophenyl)ethyl)amino)-8,8-difluoro-2,6-dimethyl-6,8-dihydro-7H-pyrrolo[2,3-g]quinazolin-7-one